C(C1CO1)N(CC1CO1)C1=C(C)C=CC=C1 o-(N,N-diglycidyl-amino)toluene